N-(2-(4-((4-(2-Acetyl-5-fluoro-1H-indol-3-yl)-1H-1,2,3-triazol-1-yl)methyl)piperidin-1-yl)ethyl)-2',6'-difluoro-[1,1'-biphenyl]-4-sulfonamid C(C)(=O)C=1NC2=CC=C(C=C2C1C=1N=NN(C1)CC1CCN(CC1)CCNS(=O)(=O)C1=CC=C(C=C1)C1=C(C=CC=C1F)F)F